FC=1C=CC(=NC1)NC(=O)C=1C(N(C2=CC=CC(=C2C1)NCCO)C)=O N-(5-Fluoro-2-pyridyl)-5-(2-hydroxyethylamino)-1-methyl-2-oxo-quinoline-3-carboxamide